6-chloro-2-[(3-methylindolin-1-yl)methyl]-quinazolin-4-ol ClC=1C=C2C(=NC(=NC2=CC1)CN1CC(C2=CC=CC=C12)C)O